4-methoxy-2-(methylthio)pyrimidine COC1=NC(=NC=C1)SC